(1S,2S)-N-(5-([1,2,4]triazolo[1,5-a]pyridin-2-yl)-8-((methyl-d3)amino)-2,7-naphthyridin-3-yl)-2-fluorocyclopropane-1-carboxamide N=1C(=NN2C1C=CC=C2)C2=C1C=C(N=CC1=C(N=C2)NC([2H])([2H])[2H])NC(=O)[C@H]2[C@H](C2)F